COC1=C(C=CC(=C1)C(F)(F)F)C=1N(C(C=2N(C=NC2N1)C)=O)C (2-methoxy-4-trifluoromethylphenyl)-1,7-dimethyl-1,7-dihydro-6H-purin-6-one